P(=S)(SC(C)(C)C)(OC(C)(C)C)[O-] di-t-butyl dithiophosphate